8-nitro-2,3-dihydrobenzo[b][1,4]dioxin-5-carboxylic acid [N+](=O)([O-])C1=CC=C(C2=C1OCCO2)C(=O)O